FC=1C=C(CN2C(=NC3=NC=C(C=C32)N3C=CC=2N=CN=C(C23)OC)NCCO)C=C(C1)F 2-((1-(3,5-difluorobenzyl)-6-(4-methoxy-5H-pyrrolo[3,2-d]pyrimidin-5-yl)-1H-imidazo[4,5-b]pyridin-2-yl)amino)ethanol